4-propargyl-6-(2-tetrahydrofuryl)-1,2,4-triazine C(C#C)N1CN=NC(=C1)C1OCCC1